C(=O)C1=CC=C(C=C1)C1=CC(=C(S1)C(=O)N1C[C@H](CC1)NC(OC(C)(C)C)=O)C tert-butyl (S)-(1-(5-(4-formylphenyl)-3-methylthiophene-2-carbonyl)pyrrolidin-3-yl)carbamate